(R)-4-(2-(1-cyclobutylethyl)-5-methyl-1H-pyrrol-1-yl)benzonitrile C1(CCC1)[C@@H](C)C=1N(C(=CC1)C)C1=CC=C(C#N)C=C1